BrCC1=C(C(=NN1[C@H](CO[Si](C)(C)C(C)(C)C)C)OCOCC[Si](C)(C)C)I 2-[[5-(bromomethyl)-1-[(1S)-2-[tert-butyl(dimethyl)silyl]oxy-1-methyl-ethyl]-4-iodo-pyrazol-3-yl]oxymethoxy]ethyl-trimethyl-silane